8-(6-((R)-1-(2-(5-azaspiro[2.4]heptan-5-yl)ethoxy)ethyl)pyridin-3-yl)-1-(trans-3-methoxycyclobutyl)-3-methyl-1H-imidazo[4,5-c]cinnolin-2(3H)-one C1CC12CN(CC2)CCO[C@H](C)C2=CC=C(C=N2)C2=CC=1C3=C(N=NC1C=C2)N(C(N3[C@@H]3C[C@H](C3)OC)=O)C